OCCN(CC(CC)O)CCO 1-[bis(hydroxyethyl)amino]-2-butanol